OC1=NC(=C(C(=N1)O)OC)O 2,4,6-trihydroxy-5-methoxypyrimidine